F[C@@H]1CC(N(C1)C(=O)OC(C)(C)C)C(=O)OC 1-(tert-butyl) 2-methyl (4R)-4-fluoropyrrolidin-1,2-dicarboxylate